(R or S)-1-cyclopropyl-4-((6-(2-(ethoxymethoxy)-6-methyl-4-(trifluoromethyl)phenyl)-3-((R or S)-1-hydroxyethyl)-2H-pyrazolo[3,4-b]pyrazin-2-yl)methyl)pyrrolidin-2-one C1(CC1)N1C(C[C@H](C1)CN1N=C2N=C(C=NC2=C1[C@@H](C)O)C1=C(C=C(C=C1C)C(F)(F)F)OCOCC)=O |o1:6,18|